S1C(=NC2=C1C=CC=C2)NC2=C(C1=C(N=N2)N(CCC1)N1CSC(=C1C(=O)O)CCCOC1=C(C=C(C=C1)C#CCN(C)C)F)C1CC1 3-[(1,3-Benzothiazol-2-yl)amino-4-cyclopropyl-5H,6H,7H,8H-pyrido[2,3-c]pyridazin-8-yl]-5-(3-{4-[3-(dimethylamino)prop-1-yn-1-yl]-2-fluorophenoxy}propyl)-1,3-thiazole-4-carboxylic acid